5-amino-1,2,4-thiadiazole-3-carboxylic acid ethyl ester C(C)OC(=O)C1=NSC(=N1)N